di(2,2-dimethyl-propyl)-dimethoxysilane CC(C[Si](OC)(OC)CC(C)(C)C)(C)C